F[B-](F)(F)F.[O-][N+]1=C(C=CC=C1)SC(=[N+](C)C)N(C)C S-(1-oxido-2-pyridyl)-N,N,N',N'-tetramethylthiuronium fluoroborate